(S)-5-cyano-5-methyl-6,8-dihydro-5H-pyrano[3,4-b]pyridine-3-carboxylic acid C(#N)[C@]1(COCC2=NC=C(C=C21)C(=O)O)C